distearoyl-argininyl-ammonium chloride [Cl-].C(CCCCCCCCCCCCCCCCC)(=O)N([C@@H](CCCNC(N)=N)C(=O)[NH3+])C(CCCCCCCCCCCCCCCCC)=O